(4Z)-Hept-4-en-1-ol C(CC\C=C/CC)O